CN(CCN(C1=NC(=C(C=C1[N+](=O)[O-])N)OC(C)C)C)C N2-(2-(dimethylamino)ethyl)-6-isopropoxy-N2-methyl-3-nitropyridin-2,5-diamine